methyl 1-isopropylpyrrolidine-2-carboxylate C(C)(C)N1C(CCC1)C(=O)OC